3,5-Dibromo-1-(p-tolyl)-1H-pyrazole BrC1=NN(C(=C1)Br)C1=CC=C(C=C1)C